5-benzoylamino-3-(1-propyl-1,2,3,6-tetrahydropyridin-4-yl)-1H-indole C(C1=CC=CC=C1)(=O)NC=1C=C2C(=CNC2=CC1)C=1CCN(CC1)CCC